Cl.FC1=C(C=CC(=C1F)OC)C1=CN=C2N1C=CN=C2NC2=CC(=C(C(=O)N[C@H]1CNCC1)C=C2)CC (R)-4-((3-(2,3-difluoro-4-methoxy-phenyl)imidazo[1,2-a]pyrazin-8-yl)amino)-2-ethyl-N-(pyrrolidin-3-yl)benzamide hydrochloride